3-((4-Hydroxypyridin-2-yl)amino)piperidine-2,6-dione OC1=CC(=NC=C1)NC1C(NC(CC1)=O)=O